[Na+].C(=O)(O)CC[C@H](C(=O)[O-])F 4-carboxyl-2(R)-fluorobutyrate sodium salt